(S)-quinuclidin-3-yl (7-(2-butoxy-6-fluorophenyl)-3,3-dimethylchroman-4-yl)carbamate C(CCC)OC1=C(C(=CC=C1)F)C1=CC=C2C(C(COC2=C1)(C)C)NC(O[C@@H]1CN2CCC1CC2)=O